6-(3-amino-6-(1-methyl-1H-pyrazol-4-yl)pyrazin-2-yl)-2-(3-methoxy-5-(trifluoromethyl)phenyl)pyridazin-3(2H)-one 2,2,2-trifluoroacetate salt FC(C(=O)O)(F)F.NC=1C(=NC(=CN1)C=1C=NN(C1)C)C=1C=CC(N(N1)C1=CC(=CC(=C1)C(F)(F)F)OC)=O